(6Ar,10aR)-3-Hept-1-ynyl-6,6,9-trimethyl-6a,7,10,10a-tetrahydro-6H-benzo[c]chromen-1-ol C(#CCCCCC)C=1C=C(C=2[C@H]3[C@H](C(OC2C1)(C)C)CC=C(C3)C)O